tert-butyl 8-(4-(2,6-bis(benzyloxy)pyridin-3-yl)-3,5-difluorophenyl)-2,8-diazaspiro[4.5]decane-2-carboxylate C(C1=CC=CC=C1)OC1=NC(=CC=C1C1=C(C=C(C=C1F)N1CCC2(CCN(C2)C(=O)OC(C)(C)C)CC1)F)OCC1=CC=CC=C1